C(C=C)(=O)NC1=C(C=CC(=C1)Cl)C1=NC=2C(=NC=CC2C2=CC(=C(CNC(=O)C3=NC(=NO3)C(C)(C)C)C=C2)F)N1 N-(4-(2-(2-Acrylamido-4-chlorophenyl)-3H-imidazo[4,5-b]pyridin-7-yl)-2-fluorobenzyl)-3-(tert-butyl)-1,2,4-oxadiazole-5-carboxamide